C(C1=CC=CC=C1)OCC1OC(C(N(C1)CC1=C(C=C(C=C1)OC)OC)=O)C 6-[(benzyloxy)methyl]-4-(2,4-dimethoxybenzyl)-2-methylmorpholin-3-one